4-(4-((4-((3-(N-(tert-butyl)sulfamoyl)phenyl)amino)-5-methylpyrimidin-2-yl)amino)phenyl)-N-methylpiperazine-1-carboxamide C(C)(C)(C)NS(=O)(=O)C=1C=C(C=CC1)NC1=NC(=NC=C1C)NC1=CC=C(C=C1)N1CCN(CC1)C(=O)NC